COC1=NC=CC=C1NC=1N=CC2=C(N1)N1C(=NCCC1)C(=C2)C2=C1C=NNC1=CC=C2C N-(2-methoxypyridin-3-yl)-6-(5-methyl-1H-indazol-4-yl)-9,10-dihydro-8H-pyrido[1,6-a:2,3-d']dipyrimidin-2-amine